4-Hydroxy-4-sulfinobut-2-enoic acid OC(C=CC(=O)O)S(=O)O